5-benzyl-3-((6-chloropicolinamido)methyl)-4,5-dihydroisoxazole-5-carboxylic acid C(C1=CC=CC=C1)C1(CC(=NO1)CNC(C1=NC(=CC=C1)Cl)=O)C(=O)O